FC1=C(C(=O)O)C(=C(C(=C1F)F)F)S(=O)(=O)C 2,3,4,5-tetrafluoro-6-(methylsulfonyl)benzoic acid